methyl (1r,2s)-2-formylcyclopropane-1-carboxylate C(=O)[C@@H]1[C@@H](C1)C(=O)OC